2,4-diamino-1,3,5-triazine NC1=NC=NC(=N1)N